CS(=O)(=O)NC=1C=C(C=CC1)NC(=O)C=1SC=C(C1)C(=O)NC1=CC=C(C=C1)OC1=CC=CC=C1 N2-(3-(methylsulfonamido)phenyl)-N4-(4-phenoxyphenyl)thiophene-2,4-dicarboxamide